C(C1=CC=CC=C1)C([C@H](N)C(=O)N)C(=O)N β-benzyl-aspartamide